BrC1=CC=2C=C3N(C2C=C1)C(NC3)=O 7-bromo-1,2-dihydro-3H-imidazo[1,5-a]indol-3-one